2-(4-methoxybenzyl)-1,4-dihydropyrrolo[3,4-b]indol-3(2H)-one COC1=CC=C(CN2C(C=3NC=4C=CC=CC4C3C2)=O)C=C1